C(C)OC(=O)C=1C(=NOC1C1CC1)C1NCOC1 5-cyclopropyl-3-(oxazolidin-4-yl)-1,2-oxazole-4-carboxylic acid ethyl ester